O.C1(CC1)B(O)O CYCLOPROPYLBORONIC ACID MONOHYDRATE